C(C1=CC=CC=C1)N1C(N2C(C3=CC=CC=C3C=C2)(C1=O)C1=CC=CC=C1)=O 2-benzyl-10b-phenylimidazo[5,1-a]isoquinoline-1,3(2H,10bH)-dione